Geranylpropionate C(\C=C(/C)\CCC=C(C)C)OC(CC)=O